CN1N=C(C(=C1)C1=NC=CC(=C1)OC1=C(C=C(N)C=C1)F)C 4-((2-(1,3-dimethyl-1H-pyrazol-4-yl)pyridin-4-yl)oxy)-3-fluoroaniline